N-(1-(2-(3,4-dihydroxy-5-methoxyphenyl)-1H-benzo[d]imidazol-5-yl)azetidin-3-yl)methanesulfonamide OC=1C=C(C=C(C1O)OC)C1=NC2=C(N1)C=CC(=C2)N2CC(C2)NS(=O)(=O)C